METHYL (2R)-2-AMINO-3-(4-FORMYL(2-PYRIDYL))PROPANOATE N[C@@H](C(=O)OC)CC1=NC=CC(=C1)C=O